hexanedioic acid 1,6-bis(2-methylpropyl) ester CC(COC(CCCCC(=O)OCC(C)C)=O)C